4-(4-methoxy-3-methylphenyl)-3-nitroquinoline COC1=C(C=C(C=C1)C1=C(C=NC2=CC=CC=C12)[N+](=O)[O-])C